C(C)(C)(C)N[Ta](NC(C)(C)C)NC(C)(C)C tris(tert-butylamino)tantalum